cis-acetic o-tert-butylcyclohexyl ester C(C)(C)(C)[C@@H]1[C@@H](CCCC1)OC(C)=O